CS(=O)[O-].[Ca+2].CS(=O)[O-] calcium methanesulfinate